tert-butyl (S*)-4-((S)-2-((tert-butoxycarbonyl)amino)-3-(methoxy(methyl)amino)-3-oxopropyl)-2,2-dimethyl-5-oxopyrrolidine-1-carboxylate C(C)(C)(C)OC(=O)N[C@@H](C[C@H]1CC(N(C1=O)C(=O)OC(C)(C)C)(C)C)C(=O)N(C)OC |o1:10|